mannitol hexan-caprylate C(CCCCCCC)(=O)O.CCCCCC.C([C@@H](O)[C@@H](O)[C@H](O)[C@H](O)CO)O